2-(3,5-dimethoxyphenyl)-2-methyl-N-((R)-((S)-7-(1-methyl-1H-pyrazol-4-yl)-2,3-dihydro-1H-pyrido[2,3-b][1,4]oxazin-3-yl)(phenyl)methyl)propan-1-amine dihydrochloride Cl.Cl.COC=1C=C(C=C(C1)OC)C(CN[C@H](C1=CC=CC=C1)[C@@H]1CNC2=C(O1)N=CC(=C2)C=2C=NN(C2)C)(C)C